3-(4-cyanopyridin-2-yl)-N-(3,5-difluorophenyl)-2-oxo-1,3-oxazinane-4-carboxamide C(#N)C1=CC(=NC=C1)N1C(OCCC1C(=O)NC1=CC(=CC(=C1)F)F)=O